cyclohexyl 7-bromo-2,3-dihydro-1H-pyrido[2,3-b][1,4]oxazine-1-carboxylate BrC1=CC2=C(OCCN2C(=O)OC2CCCCC2)N=C1